1-(4-Acetylphenyl)spiro[3.3]heptane-2-carbonitrile C(C)(=O)C1=CC=C(C=C1)C1C(CC12CCC2)C#N